C(CCC)C1=C(C(C(=O)O)=CC=C1)OCCCCCCCC.C(C=1C(O)=CC=CC1)(=O)O.C(CCC)C(CCCCCCC)O butyl-octanol salicylate (butyloctyl-salicylate)